4-(5-(4,7-dimethylbenzofuran-2-yl)-1,2,4-oxadiazol-3-yl)benzoic acid CC1=CC=C(C2=C1C=C(O2)C2=NC(=NO2)C2=CC=C(C(=O)O)C=C2)C